N-((1,2,3,5,6,7-Hexahydro-s-indacen-4-yl)carbamoyl)pyridazine-3-sulfonamide, Potassium Salt [K].C1CCC2=C(C=3CCCC3C=C12)NC(=O)NS(=O)(=O)C=1N=NC=CC1